3-(4-hydroxyphenyl)-D-alanine OC1=CC=C(C=C1)C[C@@H](N)C(=O)O